6-(R,S)-Ethyl-6,9-dimethyldec-8-en-5-ol C(C)[C@@](C(CCCC)O)(CC=C(C)C)C |r|